(((1S,2S,3R)-2,3-difluoro-1-hydroxy-7-(methylsulfonyl)-2,3-dihydro-1H-inden-4-yl)oxy)-5-fluorobenzonitrile F[C@H]1[C@H](C2=C(C=CC(=C2[C@H]1F)OC1=C(C#N)C=C(C=C1)F)S(=O)(=O)C)O